C(C)(=O)N1CCCC2=CC=C(C=C12)CCN1CCN(CC1)C1=CC(=CC2=C1C=CS2)F 1-acetyl-7-(2-(4-(6-fluorobenzothiophen-4-yl)piperazin-1-yl)ethyl)-3,4-dihydroquinoline